BrC=1C(=C(C=CC1F)NS(=O)(=O)C=1C=NC=C(C1)C)F N-(3-bromo-2,4-difluorophenyl)-5-methylpyridine-3-sulfonamide